7-oxo-4-(trifluoromethyl)-1-(2-trimethylsilylethoxymethyl)-6H-pyrrolo[2,3-c]pyridine-2-carbaldehyde O=C1NC=C(C2=C1N(C(=C2)C=O)COCC[Si](C)(C)C)C(F)(F)F